ClC=1C=C(C=CC1Cl)C(CN(C)C)O 1-(3,4-dichlorophenyl)-2-(dimethylamino)ethan-1-ol